BrC=1C(=NC2=CC(=CC=C2C1OC(C)C)F)O bromo-7-fluoro-4-isopropoxyquinolin-2-ol